BrC1=C2C=NN(C2=CC=C1C#CCCC(=O)OCC)C1OCCCC1 ethyl 5-(4-bromo-1-(tetrahydro-2H-pyran-2-yl)-1H-indazol-5-yl)pent-4-ynoate